ClC=1C=C(C2=C([C@@H](CO2)O)C1)S(=O)(=O)NC1=C(C(=CC=C1)C=1C(=C2C=NC(=NC2=CC1)NC1CCN(CC1)C)F)F (3S)-5-chloro-N-(2-fluoro-3-{5-fluoro-2-[(1-methylpiperidin-4-yl)amino]quinazolin-6-yl}phenyl)-3-hydroxy-2,3-dihydro-1-benzofuran-7-sulfonamide